N1N=NN=C1C1=C(C=CC=C1)C1=CC(=CC(=N1)N(CC(C)C)CC1=CC=CC=C1)NC=1C2=C(N=CN1)NC=C2 6-(2-(1H-tetrazol-5-yl)phenyl)-N2-benzyl-N2-isobutyl-N4-(7H-pyrrolo[2,3-d]pyrimidin-4-yl)pyridine-2,4-diamine